1-Amino-3-(4-chloro-2-fluoro-5-sulfanylphenyl)-6-(trifluoromethyl)pyrimidine-2,4(1H,3H)-dione NN1C(N(C(C=C1C(F)(F)F)=O)C1=C(C=C(C(=C1)S)Cl)F)=O